tert-butyl ((5-(4-methylthiazol-5-yl)pyrimidin-2-yl)methyl)carbamate CC=1N=CSC1C=1C=NC(=NC1)CNC(OC(C)(C)C)=O